CC1=C(C(=CC=C1)C)C(C(=O)O)=O 2-(2,6-dimethylphenyl)-2-oxo-acetic acid